ClC1=C(C2=C(C=N1)N=C(S2)N)C 6-chloro-7-methylthiazolo[4,5-c]pyridin-2-amine